ClC=1C=C(C=C(C1)Cl)NC(=O)C1(OCOC1)C(=O)OCC ethyl 4-[(3,5-dichlorophenyl)carbamoyl]-1,3-dioxolane-4-carboxylate